Cl.C(#N)C=1C=2N(C=C(C1)NC(=O)C1=CC=C(C3=CN(N=C13)C)N1CCNCC1)C=C(N2)C N-{8-cyano-2-methylimidazo[1,2-a]pyridin-6-yl}-2-methyl-4-(piperazin-1-yl)indazole-7-carboxamide hydrochloride